C(C)(C)(C)OC([C@H](CCC(=O)NC(C(=O)NCCOCCOCC(=O)O)(C)C)NC(CCCCCCCCCCCCCCCCCCC(=O)OC(C)(C)C)=O)=O 2-[2-[2-[[2-[[(4S)-5-tert-butoxy-4-[(20-tert-butoxy-20-oxo-icosanoyl)amino]-5-oxo-pentanoyl]amino]-2-methyl-propanoyl]amino]ethoxy]ethoxy]acetic acid